C(C)OC([C@@H](ON1[C@@H]2C=C([C@H](N(C1=O)C2)C(NCNC(C)=O)=O)C)F)=O (2S)-2-fluoro-2-[[(2S,5R)-2-(acetamidomethylcarbamoyl)-3-methyl-7-oxo-1,6-diazabicyclo[3.2.1]oct-3-en-6-yl]oxy]acetic acid ethyl ester